ClC=1C=C(C=CC1F)NC(=O)C1=C2CC(C(C2=C(C=C1)F)NC([O-])=O)(C)C N-(4-((3-chloro-4-fluorophenyl)carbamoyl)-7-fluoro-2,2-dimethyl-2,3-dihydro-1H-inden-1-yl)carbamate